((1s,4s)-4-(3-cyano-3-methylazetidin-1-yl)cyclohexyl)-5-(1H-imidazol-1-yl)-1H-pyrazolo[3,4-c]pyridine-7-carboxamide C(#N)C1(CN(C1)C1CCC(CC1)N1N=CC=2C1=C(N=C(C2)N2C=NC=C2)C(=O)N)C